3-[(cyclopentylamino)methyl]-1-[(4-ethenylphenyl)methyl]-1H-indole-2-carboxylic acid C1(CCCC1)NCC1=C(N(C2=CC=CC=C12)CC1=CC=C(C=C1)C=C)C(=O)O